N-(3,5-di-tert-butylsalicylmethylene)-tert-leucinol C(C)(C)(C)C1=C(C(CC=N[C@@H](C(C)(C)C)CO)=CC(=C1)C(C)(C)C)O